C12(CC3CC(CC(C1)C3)C2)NC(COC2=NC(=NC(=C2F)N2CCOCC2)SC)=O N-(adamantan-1-yl)-2-((5-fluoro-2-(methylthio)-6-morpholinopyrimidin-4-yl)oxy)acetamide